C(CCCCCCC\C=C/CCCCCCCC)(=O)OCC(CN(C)C)OC(CCCCCCC\C=C/CCCCCCCC)=O [3-(dimethylamino)-2-[(Z)-octadec-9-enoyl] oxypropyl] (Z)-octadec-9-enoate